1-benzyl-4-{3,5'-difluoro-2'-methoxy-[2,3'-bipyridin]-5-yl}-N-[(3S)-1-methylpyrrolidin-3-yl]piperidine-4-carboxamide C(C1=CC=CC=C1)N1CCC(CC1)(C(=O)N[C@@H]1CN(CC1)C)C=1C=C(C(=NC1)C=1C(=NC=C(C1)F)OC)F